5,5'-diallyl-2,2'-biphenyldiol C(C=C)C1=CC=C(C(=C1)C=1C(=CC=C(C1)CC=C)O)O